arginine silicate [Si](O)(O)(O)O.N[C@@H](CCCNC(N)=N)C(=O)O